(M)-3-chloro-4-((5-fluoro-3-methylpyridin-2-yl)methoxy)-6''-(2-hydroxypropan-2-yl)-3'',5',6-trimethyl-2H-[1,4':2',2''-terpyridin]-2-one ClC=1C(N(C(=CC1OCC1=NC=C(C=C1C)F)C)C1=CC(=NC=C1C)C1=NC(=CC=C1C)C(C)(C)O)=O